(S)-N-((1H-pyrrolo[3,2-c]pyridine-2-yl)methyl)-2-(3-((1-(dibenzo[b,d]furan-2-yl)ethyl)amino)-6-(2-fluorophenyl)-2-oxopyrazin-1(2H)-yl)acetamide N1C(=CC=2C=NC=CC21)CNC(CN2C(C(=NC=C2C2=C(C=CC=C2)F)N[C@@H](C)C2=CC1=C(OC3=C1C=CC=C3)C=C2)=O)=O